ETHYL LINALYL ACETATE CC/C(=C/CCC(C)(C=C)OC(=O)C)/C